ClC=1C(=CC(=NC1)NC([C@@H](C)C1=CC(=NC=C1)C#N)=O)C1=C2N(N=C1)CC(C2)(C)C (S)-N-(5-chloro-4-(5,5-dimethyl-5,6-dihydro-4H-pyrrolo[1,2-b]pyrazol-3-yl)pyridin-2-yl)-2-(2-cyanopyridin-4-yl)propionamide